4-{4-[(2-fluorophenyl)methoxy]piperidin-1-yl}-1-methyl-2-oxo-1,2-dihydroquinoline-3-carboxamide FC1=C(C=CC=C1)COC1CCN(CC1)C1=C(C(N(C2=CC=CC=C12)C)=O)C(=O)N